[Si](C)(C)(C(C)(C)C)OCC(NS(=O)C(C)(C)C)C1=NC=CC(=C1)NC([O-])=O (2-(2-((tert-Butyldimethylsilyl)oxy)-1-((tert-butylsulfinyl)amino)ethyl)pyridin-4-yl)carbamate